1-(9-(4-amino-5-(5-(difluoromethyl)pyrimidin-2-yl)-7H-pyrrolo[2,3-d]pyrimidin-6-yl)-3-azaspiro[5.5]undec-8-en-3-yl)prop-2-en-1-one NC=1C2=C(N=CN1)NC(=C2C2=NC=C(C=N2)C(F)F)C2=CCC1(CCN(CC1)C(C=C)=O)CC2